BrC=1C=C(C=CC1)C1C(CC1)(C1=NN=CN1C)COC 3-((3-bromophenyl)(methoxy)methylcyclobutyl)-4-methyl-4H-1,2,4-triazole